CN1N=CC(=C1)C=1C=C(C(=NC1)OS(=O)(=O)C(F)(F)F)C1=NN2C(CN(CC2)C(=O)OC(C)(C)C)=C1 tert-butyl 2-(5-(1-methyl-1H-pyrazol-4-yl)-2-(((trifluoromethyl)sulfonyl)oxy)pyridin-3-yl)-6,7-dihydropyrazolo[1,5-a]pyrazine-5(4H)-carboxylate